methyl 2-formyl-4-(3-(3-(3-((1r,3r)-3-((5-(5-methyl-5H-pyrido[4,3-b]indol-7-yl)pyridin-2-yl)oxy)cyclobutoxy)propoxy)propoxy)azetidin-1-yl)benzoate C(=O)C1=C(C(=O)OC)C=CC(=C1)N1CC(C1)OCCCOCCCOC1CC(C1)OC1=NC=C(C=C1)C=1C=CC=2C3=C(N(C2C1)C)C=CN=C3